(S)-2-chloro-4-(2-(hydroxymethyl)pyrrolidin-1-yl)-5,6-dihydropyrido[3,4-d]pyrimidine-7(8H)-carboxylic acid tert-butyl ester C(C)(C)(C)OC(=O)N1CC=2N=C(N=C(C2CC1)N1[C@@H](CCC1)CO)Cl